3-(2,6-dimethylmorpholino)-6-(naphthalen-1-yl)-1-(piperazin-1-yl)-5,6,7,8-tetrahydro-2,6-naphthyridine-4-carbonitrile Hydrochloride Cl.CC1OC(CN(C1)C=1N=C(C=2CCN(CC2C1C#N)C1=CC=CC2=CC=CC=C12)N1CCNCC1)C